C(C)(C)[C@@H]1N(C(OC1)=O)C1=NC(=NC=C1)NC(C)C=1C=NC(=CC1)OC1CCNCC1 (S)-4-isopropyl-3-(2-((1-(6-(piperidin-4-yloxy)pyridin-3-yl)ethyl)amino)pyrimidin-4-yl)2-oxazolidinone